1-(2-(4-(benzyloxy)piperidin-1-yl)ethyl)-7-(2-methyl-4-(6-(trifluoromethyl)quinazolin-2-yl)phenyl)-6,7-dihydro-1H-pyrazolo[3,4-f][1,4]oxazepin-8(5H)-one C(C1=CC=CC=C1)OC1CCN(CC1)CCN1N=CC2=C1C(N(CCO2)C2=C(C=C(C=C2)C2=NC1=CC=C(C=C1C=N2)C(F)(F)F)C)=O